O1[C@H](COC2=C1C=CC=C2)C2=CC=C(CN(CC)CC=1C=C(C(=O)O)C=CC1)C=C2 3-{[{4-[(2S)-2,3-dihydro-1,4-benzodioxin-2-yl]benzyl}(ethyl)amino]meth-yl}benzoic acid